CN(C(SSC(N(C)C)=S)=S)C tetramethylthiuram disulfide